O=C(CP(O)(O)=O)CCCCC 2-OXOHEPTYLPHOSPHONIC ACID